[N+](=O)([O-])C1=CC=C(OC2=NN3C=NC=CC3=N2)C=C1 4-nitrophenoxy-[1,2,4]triazolo[1,5-c]pyrimidine